(3-(2-(2-Aminoethoxy)ethoxy)propionylamino)-N-(4-bromo-5-methylthiazol-2-yl)benzamide NCCOCCOCCC(=O)NC1=C(C(=O)NC=2SC(=C(N2)Br)C)C=CC=C1